C(#N)C=1N(C2=CC=C(C(=C2C1)C)C(=O)OC)C Methyl 2-cyano-1,4-dimethyl-1H-indole-5-carboxylate